FC1=C(CN2C3=NC(=NC=C3N(C2=N)C)C2=C(C=CC=C2)C(C)C)C=CC(=C1)C=1N(C=C(N1)C(F)(F)F)C 9-(2-fluoro-4-(1-methyl-4-(trifluoromethyl)-1H-imidazol-2-yl)benzyl)-2-(2-isopropylphenyl)-7-methyl-7,9-dihydro-8H-purin-8-imine